2-(5-chloro-2-hydroxy-benzylideneamino)-3-(4-hydroxy-phenyl)propanoic acid ClC=1C=CC(=C(C=NC(C(=O)O)CC2=CC=C(C=C2)O)C1)O